2-isopropyl-2,3-dihydro-1H-indene-5-carbaldehyde C(C)(C)C1CC2=CC=C(C=C2C1)C=O